C(C)(C)(C)OC(=O)N1N=CC2=CC=C(C(=C12)Cl)SC1=NC=C(N=C1)N1CCC2([C@@H]([C@@H](OC2)C)NC(=O)OC(C)(C)C)CC1 6-((5-((3S,4S)-4-((tert-Butoxycarbonyl)amino)-3-methyl-2-oxa-8-azaspiro[4.5]decan-8-yl)pyrazin-2-yl)thio)-7-chloro-1H-indazole-1-carboxylic acid tert-butyl ester